2-allyl-6-((2-methyl-2H-indazol-5-yl)amino)-1-(6-(piperidin-4-yloxy)pyridin-2-yl)-1,2-dihydro-3H-pyrazolo[3,4-d]pyrimidin-3-one C(C=C)N1N(C2=NC(=NC=C2C1=O)NC1=CC2=CN(N=C2C=C1)C)C1=NC(=CC=C1)OC1CCNCC1